2-(hydroxymethyl)prop-2-enoic acid ethyl ester C(C)OC(C(=C)CO)=O